tert-butyl 4-{[(tert-butoxy) carbonyl] amino}-2-chloro-6-cyclopentylpyridine-3-carboxylate C(C)(C)(C)OC(=O)NC1=C(C(=NC(=C1)C1CCCC1)Cl)C(=O)OC(C)(C)C